C1(=CC=CC=C1)C1=NC(=NC(=N1)C1=CC=CC=C1)C1(CC(=CC=C1)C=1C=C(C=CC1)C=1C(=C(C(=C(C1)C1=CC=CC=C1)C1=CC=CC=C1)C1=CC=CC=C1)C1=CC=CC=C1)C1=CC=CC=C1 2,4-diphenyl-6-(4',5',6'-triphenyl-[1,1':2',1'':3'',1''':3''',1''''-quinquephenyl]-3'''-yl)-1,3,5-triazine